C(C=C)(=O)N1C[C@H](C[C@@H]1COC)N1N=C(C(=C1NC)C(=O)N)C#CC1=CC2=C(N(C(=N2)C)C)C=C1 1-((3s,5r)-1-propenoyl-5-(methoxymethyl)pyrrolidin-3-yl)-3-((1,2-dimethyl-1H-benzo[d]imidazol-5-yl)ethynyl)-5-(methylamino)-1H-pyrazole-4-carboxamide